e-3,5-Heptadienyl Butyrate C(CCC)(=O)OCC\C=C\C=CC